C(C)C1=C(C=C(C(=O)O)C=C1)S(NC1=C(C=CC(=C1)C1=NC=NN1C)N1CCCCC1)(=O)=O 4-Ethyl-3-(N-(5-(1-methyl-1,2,4-triazol-5-yl)-2-(piperidin-1-yl)phenyl)sulfamoyl)benzoic acid